NC1=CC=C2N=CC=NC2=C1C1=C2C=NNC2=CC=C1C (M)-7-amino-8-(5-methyl-1H-indazol-4-yl)quinoxaline